(5-methyl-1,4,5,6,7,8-hexahydropyrazolo[4,3-c]azepin-3-yl)(4-(2-(trifluoromethyl)phenyl)piperidin-1-yl)methanone CN1CC2=C(CCC1)NN=C2C(=O)N2CCC(CC2)C2=C(C=CC=C2)C(F)(F)F